3-(2-chloro-4'-(6-methyl-2-oxopyridin-1(2H)-yl)-[1,1'-biphenyl]-3-yl)piperidine-2,6-dione ClC1=C(C=CC=C1C1C(NC(CC1)=O)=O)C1=CC=C(C=C1)N1C(C=CC=C1C)=O